CC1(CCN(CC1)CC1=NC(=CC=C1)C1=CC=C(C=C1)C(C)C)C ((4,4-dimethylpiperidin-1-yl)methyl)-6-(4-isopropylphenyl)pyridine